CN1CC(CC(C1)C)C=1SC2=C(N1)C=C(C=C2)C2=CC[C@@H](CN2C(=O)OC(C)(C)C)C (3S)-tert-butyl 6-(2-(1,5-dimethylpiperidin-3-yl)benzo[d]thiazol-5-yl)-3-methyl-3,4-dihydropyridine-1(2H)-carboxylate